C12CN(CC2C1)S(=O)(=O)NC(=O)C1=CC(=C(C(=O)O)C=C1OC([2H])([2H])[2H])F 4-(((3-azabicyclo[3.1.0]hexan-3-yl)sulfonyl)carbamoyl)-2-fluoro-5-(methoxy-d3)benzoic acid